3-methacryl-oxypropyltrimethoxysilane C(=O)(C(=C)C)OCCC[Si](OC)(OC)OC